[Ni+2].O=C(\C=C(\C)/O)C (Z)-4-oxopent-2-en-2-ol nickel (II)